N=1C(C(C=CC1)=N)=N Pyridinbisimin